rac-(4S)-4-Methyl-6-phenyl-2,3,4,5-tetrahydropyridine C[C@H]1CCN=C(C1)C1=CC=CC=C1 |r|